C1(CCCCC1)[PH2+]C1CCCCC1 dicyclohexylphosphonium